C(C)(C)(C)OC(=O)O[C@H]1[C@H]([C@@H](N(C1)C(=O)OC(C)(C)C)CC1=CC=C(C=C1)OC)OC(NCCN(CC=1N=CNC1)CCC(N)=O)=O tert-butyl (2S,3S,4R)-4-[(tert-butoxycarbonyl)oxy]-3-[({2-[(2-carbamoylethyl)(1H-imidazol-4-ylmethyl)amino]ethyl}carbamoyl)oxy]-2-[(4-methoxyphenyl) methyl]pyrrolidine-1-carboxylate